(1R,3S)-3-{5-[1-(2-formyl-3-hydroxyphenyl)piperidine-4-amido]-2H-pyrazol-3-yl}cyclopentyl N-isopropylcarbamate C(C)(C)NC(O[C@H]1C[C@H](CC1)C=1NN=C(C1)NC(=O)C1CCN(CC1)C1=C(C(=CC=C1)O)C=O)=O